(3aR,6aS)-hexahydropyrrolo[3,4-c]pyrrol C1NC[C@H]2C1=CNC2